CN1C(=NC2=C1C=CC(=C2)C=2C=NN(C2)C)N 1-methyl-5-(1-methyl-1H-pyrazol-4-yl)-1H-benzo[d]imidazol-2-amine